(2,4-dichloropyrrolo[2,1-f][1,2,4]triazin-7-yl)methanol ClC1=NN2C(C(=N1)Cl)=CC=C2CO